C1(CC1)N(C=1C(=CC2=C(N=C(N=C2)C)N1)C(=O)N(C)C)C1CC1 7-(dicyclopropylamino)-N,N,2-trimethylpyrido[2,3-d]pyrimidine-6-carboxamide